BrC1=CC=C2C(=NC(=NC2=C1I)Cl)N(C1C(N(CC1)C(=O)OC(C)(C)C)C)CC tert-butyl 3-[(7-bromo-2-chloro-8-iodo-quinazolin-4-yl)-ethyl-amino]-2-methyl-pyrrolidine-1-carboxylate